ClC1=CNC2=NC=CC(=C21)OC=2C=CC(=NC2)NC(=O)NC2=CC(=C(C=C2)CN2CCN(CC2)C)C(F)(F)F 1-(5-((3-chloro-1H-pyrrolo[2,3-B]pyridin-4-yl)oxy)pyridin-2-yl)-3-(4-((4-methylpiperazin-1-yl)methyl)-3-(trifluoromethyl)phenyl)urea